NC=1C(NC2=C(C(=CN=C2C1C1=C2C=NNC2=C(C=C1)F)C1CC1)C)=O 3-Amino-7-cyclopropyl-4-(7-fluoro-1H-indazol-4-yl)-8-methyl-1H-1,5-naphthyridin-2-one